BrC1=C(C=NC=C1)OC[C@H]1N(C[C@H](C1)F)C(=O)OC(C)(C)C tert-butyl (2S,4S)-2-{[(4-bromopyridin-3-yl)oxy]methyl}-4-fluoropyrrolidine-1-carboxylate